C(C)(C)(C)[Si](OCCN1N=C(C=C1CO)C)(C)C [2-[2-[tert-butyl-(dimethyl)silyl]oxyethyl]-5-methyl-pyrazol-3-yl]methanol